FC(C(C(F)(F)F)OC(=O)N1CCN(CC1)CC1=C(OC(C(=O)O)(C)C)C=CC=C1)(F)F 2-(2-((4-(((1,1,1,3,3,3-Hexafluoropropan-2-yl)oxy)carbonyl)piperazin-1-yl)methyl)phenoxy)-2-methylpropanoic acid